N-(4-{[6-(5-Chloro-2-Fluorophenyl)-3-Methylpyridazin-4-yl]Amino}Pyridin-2-yl)-3-[3-Ethoxy-3-(Hydroxymethyl)Azetidin-1-yl]Propanamid ClC=1C=CC(=C(C1)C1=CC(=C(N=N1)C)NC1=CC(=NC=C1)NC(CCN1CC(C1)(CO)OCC)=O)F